C1(=CC=CC=C1)CS(=O)(=O)N 1-Phenyl-methanesulfonamide